2-(2-((5'-(1-aminoisoquinolin-5-yl)-2',3'-dihydrospiro[cyclohexane-1,1'-indene]-3'-yl)oxy)phenyl)acetic acid NC1=NC=CC2=C(C=CC=C12)C=1C=C2C(CC3(C2=CC1)CCCCC3)OC3=C(C=CC=C3)CC(=O)O